(2S,3S)-2-((((9H-fluoren-9-yl)methoxy)carbonyl)amino)-3-(3-methoxynaphthalen-1-yl)butanoic acid C1=CC=CC=2C3=CC=CC=C3C(C12)COC(=O)N[C@H](C(=O)O)[C@@H](C)C1=CC(=CC2=CC=CC=C12)OC